ClCCC=1C(=NC=C(C1C1=CC=CC=C1)N)N (2-chloroethyl)-4-phenylpyridine-2,5-diamine